CC(C1CCC(CC1)N)(C1CCC(CC1)N)C dimethyl-4,4'-methylenebis(cyclohexylamine)